1,3-bis(hexafluoro-2-hydroxy-2-propyl)benzene FC(C(C(F)(F)F)(O)C1=CC(=CC=C1)C(C(F)(F)F)(C(F)(F)F)O)(F)F